Propyl α-L-rhamnopyranosyl-(1→2)-α-L-rhamnopyranosyl-(1→4)-β-D-galactopyranosyluronic acid-(1→3)-2-acetamido-2-deoxy-β-D-galactopyranoside [C@@H]1([C@H](O)[C@H](O)[C@@H](O)[C@@H](O1)C)O[C@H]1[C@@H](O[C@H]([C@@H]([C@H]1O)O)C)O[C@@H]1[C@@H]([C@H]([C@@H](O[C@@H]1C(=O)O)O[C@@H]1[C@H]([C@H](OCCC)O[C@@H]([C@@H]1O)CO)NC(C)=O)O)O